BrC=1C=C2C=C(C(NC2=NC1)=O)C(=O)NC1CCC(CC1)C 6-bromo-N-(4-methylcyclohexyl)-2-oxo-1,2-dihydro-1,8-naphthyridine-3-carboxamide